N-cetyl-maleimide C(CCCCCCCCCCCCCCC)N1C(C=CC1=O)=O